NNC1=CC=C(C(=O)C2=CC=C(C=C2)NN)C=C1 4,4'-diaminoAminobenzophenone